Tetrabutyl-phosphonium tetrafluoro-borate F[B-](F)(F)F.C(CCC)[P+](CCCC)(CCCC)CCCC